C(CCCCCCCCCCCCC)(=O)OCCCCOC(CCCCCCCCCCCCC)=O butylene bismyristate